CC(COC1=NC=CC=C1OC(F)(F)F)(C)NC(C[C@@H]1N(CCC1)C)=O (R)-N-(2-methyl-1-((3-(trifluoromethoxy)pyridin-2-yl)oxy)propan-2-yl)-2-(1-methylpyrrolidin-2-yl)acetamide